C1(CCCCC1)CNCC=1C=CC=2N(C1)C=C(N2)CNC(OC(C)(C)C)=O tert-butyl N-[[6-[(cyclohexylmethylamino)methyl]imidazo[1,2-a]pyridin-2-yl]methyl]carbamate